4-(3-((5-chloro-2-((2-ethyl-4-morpholinophenyl)amino)pyrimidin-4-yl)amino)propyl)-1,4-oxazepan-3-one ClC=1C(=NC(=NC1)NC1=C(C=C(C=C1)N1CCOCC1)CC)NCCCN1C(COCCC1)=O